C(C)(C)(C)OC(=O)N1CCC=C(C1C)C1=CC=CC=C1 6-methyl-5-phenyl-3,6-dihydro-2H-pyridine-1-carboxylic acid tert-butyl ester